N-picolyl-nicotinamide N1=C(C=CC=C1)CNC(C1=CN=CC=C1)=O